The molecule is a straight-chain saturated fatty acid anion and the conjugate base of octacosanoic acid (montanic acid), arising from deprotonation of the carboxy group. It is a straight-chain saturated fatty acid anion, a fatty acid anion 28:0 and an ultra-long-chain fatty acid anion. It is a conjugate base of an octacosanoic acid. CCCCCCCCCCCCCCCCCCCCCCCCCCCC(=O)[O-]